NC1=C(C=C(C=C1)C1=NC(=NC=C1)NC=1C=NN(C1)C)C (4-amino-3-methylphenyl)-N-(1-methyl-1H-pyrazol-4-yl)pyrimidin-2-amine